3-[[2-(Methacryloyloxy)-ethyl]dimethylammonio]propionate C(C(=C)C)(=O)OCC[N+](CCC(=O)[O-])(C)C